[N+](=O)([O-])C(C(=S)O)C1=CC=CC=C1 nitrophenylthioacetic acid